2-(4-(6-(2-(4-Chlorophenyl)-2-oxoethoxy)pyridin-2-yl)-2-fluorobenzyl)-1-(2-methoxyethyl)-1H-benzo[d]imidazole-6-carboxylic acid ClC1=CC=C(C=C1)C(COC1=CC=CC(=N1)C1=CC(=C(CC2=NC3=C(N2CCOC)C=C(C=C3)C(=O)O)C=C1)F)=O